(1'R,2'R)-5'-(methyl-d3)-2'-(prop-1-en-2-yl)-2,6-bis((trimethylsilyl)oxy)-1',2',3',4'-tetrahydro-[1,1'-biphenyl]-4-yl trifluoromethanesulfonate FC(S(=O)(=O)OC1=CC(=C(C(=C1)O[Si](C)(C)C)[C@H]1[C@@H](CCC(=C1)C([2H])([2H])[2H])C(=C)C)O[Si](C)(C)C)(F)F